N1CCC(CC1)O[C@@H]1C[C@H](CC1)OC1CCNCC1 4-[(1S,3S)-3-(4-piperidyloxy)cyclopentoxy]piperidine